C(#N)C1=C(OCC2=NC=CC(=N2)O[C@@H]2C[C@@H](N(CC2)CC=2N(C=3C(=NC=C(C3)C(=O)OC)N2)C[C@H]2OCC2)C)C=CC(=C1)F Methyl 2-(((2S,4S)-4-((2-((2-cyano-4-fluorophenoxy)methyl)pyrimidin-4-yl)oxy)-2-methylpiperidin-1-yl)methyl)-1-(((S)-oxetan-2-yl)methyl)-1H-imidazo[4,5-b]pyridine-6-carboxylate